(+)-(S)-ethyl 2-(4-cyano-2-((7-(2-((1,1-dimethylethylsulfinamido)methyl)-3-fluoropyridin-4-yl)benzofuran-5-yl)methoxy)phenyl)acetate C(#N)C1=CC(=C(C=C1)CC(=O)OCC)OCC=1C=C(C2=C(C=CO2)C1)C1=C(C(=NC=C1)CN[S@@](=O)C(C)(C)C)F